C[C@@H]1CCC2=C([C@H]1C)C3=CC[C@H]4[C@]([C@@]3(CC2)C)(CC[C@@H]5[C@@]4(C[C@H]([C@@H]([C@@]5(C)CO)O)O)C)C The molecule is a pentacyclic triterpenoid based on a ursane-type nortriterpene skeleton isolated from the leaves of found in Rosa laevigata. It has a role as a plant metabolite. It is a pentacyclic triterpenoid and a triol.